C(C)(C)(C)OC(=O)O[C@@H]1[C@H]([C@H](N(C1)C(=O)OC(C)(C)C)CC1=CC=C(C=C1)OC)OC(CC(F)(F)F)=O tert-butyl (2R,3S,4S)-4-[(tert-butoxycarbonyl)oxy]-2-[(4-methoxyphenyl) methyl]-3-[(3,3,3-trifluoropropanoyl)oxy]pyrrolidine-1-carboxylate